3-(4-(1-(3-Fluorobenzyl)azetidine-3-carbonyl)-3,4-dihydro-2H-pyrido[4,3-b][1,4]oxazin-8-yl)-bicyclo[1.1.1]pentane-1-carbonitrile FC=1C=C(CN2CC(C2)C(=O)N2C3=C(OCC2)C(=CN=C3)C32CC(C3)(C2)C#N)C=CC1